O1CCN(CC1)C=1OC=2C=CC3=C(C2C(C1)=O)C=CC=C3 3-morpholino-1H-benzo[f]chromen-1-one